N1(C=NC=C1)C1=CC(=CC(=C1)N1C=NC=C1)N1C=NC=C1 1,3,5-tris(1-imidazolyl)benzene